4-[2-(6-{[cyclobutyl-(methyl)amino]methyl}-1-oxo-3H-isoindol-2-yl)-6-cyclopropylpyridin-4-yl]-3-(4-methyl-1,2,4-triazol-3-yl)benzonitrile C1(CCC1)N(C)CC1=CC=C2CN(C(C2=C1)=O)C1=NC(=CC(=C1)C1=C(C=C(C#N)C=C1)C1=NN=CN1C)C1CC1